ClC1=CC=C(CNC2=NC(=C3C(=N2)N(N=C3)CC(C)C)NC3=NNC(=C3)C)C=C1 1-{6-[(4-chlorobenzyl)amino]-4-[(5-methyl-1H-pyrazol-3-yl)amino]-1H-pyrazolo[3,4-d]pyrimidine-1-yl}-2-methyl-propan